CC1=CC=CC(=N1)C1=C(C=NN1)C=1N=C2C=C(C=NC2=CC1)C(=O)OCC1CCNCC1 4-piperidylmethyl 6-[5-(6-methyl-2-pyridyl)-1H-pyrazol-4-yl]-1,5-naphthyridine-3-carboxylate